(4-bromo-2-fluorophenyl)-5-{[3-fluoro-2-(methylsulfanyl)pyridin-4-yl]methyl}-4-methylpyridin-3-amine BrC1=CC(=C(C=C1)C1=NC=C(C(=C1N)C)CC1=C(C(=NC=C1)SC)F)F